C(C1=CC=CC=C1)OC(=O)N[C@H](C(C(C(=O)OC(C)(C)C)Br)=O)C1CCC(CC1)(F)F tert-butyl (4S)-4-(((benzyloxy)carbonyl)amino)-2-bromo-4-(4,4-difluorocyclohexyl)-3-oxobutanoate